ClC=1C=C2C(=CC1)C(CC21CCN(CC1)CC=1C=NN(C1)CCS(=O)(=O)C)N1C(NCC1)=O 1-[5-chloro-1'-[[1-(2-methylsulfonylethyl)pyrazol-4-yl]methyl]spiro[indane-3,4'-piperidine]-1-yl]imidazolidin-2-one